C1(=CC=CC=C1)[Si](COCC)(COCC)C1=CC=CC=C1 diphenyl-bis(ethoxymethyl)silane